COC1=CC(=CC(=C1)OCCC=C(C)C)C 1-methoxy-3-methyl-5-((4-methylpent-3-en-1-yl)oxy)benzene